ClC=1C(=NC=CC1)B(O)O 3-CHLOROPYRIDINE-2-BORONIC ACID